((S)-4-propenoyl-2-methylpiperazin-1-yl)-7-(6-chloro-1H-indazol-7-yl)-6-fluoro-1-(2-isopropyl-6-(methylsulfonyl)phenyl)pyrido[2,3-d]pyrimidin-2(1H)-one C(C=C)(=O)N1C[C@@H](N(CC1)C=1C2=C(N(C(N1)=O)C1=C(C=CC=C1S(=O)(=O)C)C(C)C)N=C(C(=C2)F)C=2C(=CC=C1C=NNC21)Cl)C